FC(C=1C=C(C=C(C1)C(F)(F)F)[C@@H]1[C@@H](N(C(O1)=O)C(=O)NCC=1C(=NC=CC1)N1CCOCC1)C)(F)F (4S,5R)-5-[3,5-bis(trifluoromethyl)phenyl]-4-methyl-N-[(2-morpholin-4-ylpyridin-3-yl)methyl]-2-oxo-1,3-oxazolidine-3-carboxamide